N-(2-((2-(dimethylamino)ethyl)(methyl)amino)-4-methoxy-5-((4-(3,3,5-trimethyl-2,3-dihydro-1H-pyrrolo[3,2-b]pyridin-1-yl)-1,3,5-triazin-2-yl)amino)phenyl)acrylamide CN(CCN(C1=C(C=C(C(=C1)OC)NC1=NC=NC(=N1)N1CC(C2=NC(=CC=C21)C)(C)C)NC(C=C)=O)C)C